7-(1-(4-chloropyridin-3-yl)piperidin-4-yl)-5-((3-(trifluoromethyl)pyridin-2-yl)-methyl)pyrido[2,3-b]pyrazin-6(5H)-one ClC1=C(C=NC=C1)N1CCC(CC1)C1=CC=2C(=NC=CN2)N(C1=O)CC1=NC=CC=C1C(F)(F)F